4-(((7-azaspiro[3.5]non-2-yl)methoxy)methyl)-5-cyclopropyl-2-fluorobenzoic acid methyl ester COC(C1=C(C=C(C(=C1)C1CC1)COCC1CC2(C1)CCNCC2)F)=O